P(=O)(OC(OC(CCCCC)=O)C[N+]1(CCN(CC1)C1=CC=CC=2SC=CC21)CCCCOC2=CC=C1C=CC(NC1=C2)=O)([O-])[O-] (4-(benzo[b]thiophen-4-yl)-1-(4-((2-oxo-1,2-dihydroquinolin-7-yl)oxy)butyl)piperazin-1-ium-1-yl)methyl((hexanoyloxy)methyl) phosphate